CN1CCC2(CC1)CC(C1=CC=C(C=C12)C1=CNC2=NC=C(C=C21)C=2C=NN1C2CN(CC1)C)=O 1'-methyl-6-(5-(5-methyl-4,5,6,7-tetrahydropyrazolo[1,5-a]pyrazin-3-yl)-1H-pyrrolo[2,3-b]pyridin-3-yl)spiro[indene-1,4'-piperidin]-3(2H)-one